bismuth strontium calcium copper oxide bismuth [Bi].[Cu]=O.[Ca].[Sr].[Bi]